O1[C@@H](CC1)CN1C(=NC2=C1C=C(C=C2)C(=O)O)CN2CCC(CC2)C2=NC(=CC=C2)OC2=CC=CC=C2 (S)-1-(oxetan-2-ylmethyl)-2-((4-(6-phenoxypyridin-2-yl)piperidin-1-yl)methyl)-1H-benzo[d]imidazole-6-carboxylic acid